C(C)(=O)O[C@@H](C(F)(F)F)[C@H]1O[C@H]([C@@H](C1)OC(C)=O)N1C=2N=C(NC(C2N(C1=O)CC#C)=O)NC(C)=O (R)-1-((2S,4R,5R)-5-(2-Acetamido-6,8-dioxo-7-(prop-2-yn-1-yl)-1,6,7,8-tetrahydro-9H-purin-9-yl)-4-acetoxytetrahydrofuran-2-yl)-2,2,2-trifluoroethyl acetate